(E)-3-(2,5-dimethyl-1-(pyridin-4-ylmethyl)-1H-pyrrol-3-yl)-2-(6-methoxy-3H-imidazo[4,5-c]pyridin-2-yl)acrylonitrile CC=1N(C(=CC1/C=C(\C#N)/C1=NC2=C(C=NC(=C2)OC)N1)C)CC1=CC=NC=C1